7-(benzyloxy)-3-iodo-1H-indazole C(C1=CC=CC=C1)OC=1C=CC=C2C(=NNC12)I